C1(CC1)S(=O)(=O)N1N=CC(=C1)C1=NC=CC(=N1)NC1=NC=C(C(=C1)N1CCC(CC1)(C)CO)C#CC1=CC=C(C=C1)CN1CCOCC1 (1-(2-((2-(1-(Cyclopropylsulfonyl)-1H-pyrazol-4-yl)pyrimidin-4-yl)amino)-5-((4-(morpholinomethyl)phenyl)ethynyl)pyridin-4-yl)-4-methylpiperidin-4-yl)methanol